(Z)-2-(3-phenylallyl)benzoic acid C1(=CC=CC=C1)\C=C/CC1=C(C(=O)O)C=CC=C1